dimethyl phosphite (Dimethyl phosphite) CP(O)(O)(O)C.P(OC)(OC)O